(6-chloro-9-(4-methoxybenzyl)-8-oxo-8,9-dihydro-7H-purin-2-yl)acetamide ClC1=C2NC(N(C2=NC(=N1)CC(=O)N)CC1=CC=C(C=C1)OC)=O